N-(2-(2-(Cyclohexylmethoxy)-4,6-dihydroxy-3-methylbenzoyl)isoindolin-4-yl)but-2-ynamide C1(CCCCC1)COC1=C(C(=O)N2CC3=CC=CC(=C3C2)NC(C#CC)=O)C(=CC(=C1C)O)O